CN1N=CC(=C1)C1=CC(=C2C=NC=NC2=C1)C=1C=CC(=NC1)N1CC2N(C(C1)C2)C(CC2=CC(=CC=C2)N2CCNCC2)=O 1-(3-(5-(7-(1-Methyl-1H-pyrazol-4-yl)quinazolin-5-yl)pyridin-2-yl)-3,6-diazabicyclo[3.1.1]heptan-6-yl)-2-(3-(piperazin-1-yl)phenyl)ethan-1-one